O=C1NC(CCC1N1C(C2=CC=CC(=C2C1=O)NCCNC(=O)CN1CCC(CC1)C1=CC=C(C(=O)O)C=C1)=O)=O 4-(1-{[(2-{[2-(2,6-dioxopiperidin-3-yl)-1,3-dioxoisoindol-4-yl]amino}ethyl)carbamoyl]methyl}piperidin-4-yl)benzoic acid